2,2'-methylene-bis(4-ethyl-6-tertbutylphenol) C(C1=C(C(=CC(=C1)CC)C(C)(C)C)O)C1=C(C(=CC(=C1)CC)C(C)(C)C)O